1-(2-(1-methyl-1H-pyrazol-4-yl)-4-nitrophenyl)piperazine hydrochloride Cl.CN1N=CC(=C1)C1=C(C=CC(=C1)[N+](=O)[O-])N1CCNCC1